BrC1=CC(=C(C(=C1)N)N)C 5-bromo-3-methylbenzene-1,2-diamine